C([O-])([O-])=O.[NH4+].O=C1NC2(CC3(CC(C3)NC(OC(C)(C)C)=O)C2)C(N1)=O.[NH4+] Tert-Butyl (8,10-dioxo-7,9-diazadispiro[3.1.46.14]undecan-2-yl)carbamate Ammonium carbonate